S1C=2N(N=C1C1CCN(CC1)C(=O)OC(C)(C)C)C=CN2 tert-Butyl 4-(imidazo[2,1-b][1,3,4]thiadiazol-2-yl)piperidine-1-carboxylate